(2,6-difluorophenyl)hydrazine FC1=C(C(=CC=C1)F)NN